C(C=C)(=O)OOC(C(=C)C)=O methacryloxy acrylate